OC=1C=C2C=CC(=CC2=CC1)C(=O)O 6-hydroxy-2-naphthoic acid